2-[CYCLOPENTYL(METHYL)AMINO]ACETALDEHYDE C1(CCCC1)N(CC=O)C